4-bromo-3-(difluoromethyl)-1-(1,4-dioxaspiro[4.5]decan-8-yl)-1H-pyrazole BrC=1C(=NN(C1)C1CCC2(OCCO2)CC1)C(F)F